(E)-3-(1-(cyclopropylmethyl)-1H-indazol-5-yl)acrylic acid C1(CC1)CN1N=CC2=CC(=CC=C12)/C=C/C(=O)O